tert-butyl ((1S,2S,4R)-rel-7-(4'-cyano-3'-fluoro-6-(6-fluoro-3-iodo-1-methyl-1H-indol-5-yl)-[1,1'-biphenyl]-3-carbonyl)-7-azabicyclo[2.2.1]heptan-2-yl)carbamate C(#N)C1=C(C=C(C=C1)C1=CC(=CC=C1C=1C=C2C(=CN(C2=CC1F)C)I)C(=O)N1[C@@H]2[C@H](C[C@H]1CC2)NC(OC(C)(C)C)=O)F |o1:29,30,32|